FC=1C=CC(=C(C1)N1N=C(C=C1C1CC2(CNC2)C1)C)C 6-(1-(5-fluoro-2-methylphenyl)-3-methyl-1H-pyrazol-5-yl)-2-azaspiro[3.3]heptane